C(#N)C1=CC2=C(CN(C[C@H]2C2=C(C=CC=C2)C=2C(=NN(C2)CCC(=O)OCC)C(F)(F)F)C(\C=C\CN(C)C)=O)S1 ethyl (S,E)-3-(4-(2-(2-cyano-6-(4-(dimethylamino)but-2-enoyl)-4,5,6,7-tetrahydrothieno[2,3-c]pyridin-4-yl)phenyl)-3-(trifluoromethyl)-1H-pyrazol-1-yl)propanoate